[C@@H]1([C@H](O)[C@H](O)[C@@H](C[S+](CC[C@](N([2H])[2H])(C(=O)O)[2H])C)O1)N1C=NC=2C(N)=NC=NC12 S-adenosyl-L-methionine-d3